2-(1-acetyl-3-(6-methyl-2-(1-methyl-1H-pyrazol-4-yl)-7-oxo-1-phenyl-6,7-dihydro-3H-spiro[dipyrrolo[2,3-b:3',2'-d]pyridine-8,4'-piperidin]-1'-yl)azetidin-3-yl)acetonitrile C(C)(=O)N1CC(C1)(N1CCC2(CC1)C(N(C=1C2=C2C(=NC1)NC(=C2C2=CC=CC=C2)C=2C=NN(C2)C)C)=O)CC#N